methyl 3-(1-((tert-butoxycarbonyl)amino)ethyl)-5-methoxybenzoate C(C)(C)(C)OC(=O)NC(C)C=1C=C(C(=O)OC)C=C(C1)OC